FC=1C=C(C=C(C1)C(F)(F)F)NC(N(C1CC2(CN(C2)C(=O)C2=C3N(N=C2)C=CN3C)C1)C)=O 3-(3-fluoro-5-(trifluoromethyl)phenyl)-1-methyl-1-(2-(1-methyl-1H-imidazo[1,2-b]pyrazole-7-carbonyl)-2-azaspiro[3.3]heptan-6-yl)urea